C1=C(C=CC2=CC=CC=C12)S(=O)(=O)N1CC=2C(CC1)=C(N(N2)C2=NC=CC=C2)O 6-(naphthalen-2-ylsulfonyl)-2-(pyridin-2-yl)-4,5,6,7-tetrahydro-2H-pyrazolo[3,4-c]pyridin-3-ol